ClC12CC3(CC(C4=C(C(C1)C3)C=CC=C4)C2)NC(NC2CCN(CC2)C(=O)OCCCC)=O butyl 4-(3-(9-chloro-5,6,8,9,10,11-hexahydro-7H-5,9:7,11-dimethanobenzo[9]annulen-7-yl)ureido)piperidine-1-carboxylate